N=S(=O)(C1(CC1)C1=C2C(=NC(=C1)N1[C@@H](COCC1)C)C(=NO2)C2=CC(=NN2)C)C imino(methyl)(1-(3-(3-methyl-1H-pyrazol-5-yl)-5-((R)-3-methylmorpholino)isoxazolo[4,5-b]pyridin-7-yl)cyclopropyl)-λ6-sulfanone